(2-((2-bromo-4-(trifluoromethyl)benzo[d]thiazol-6-yl)oxy)ethyl)carbamic acid tert-butyl ester C(C)(C)(C)OC(NCCOC1=CC2=C(N=C(S2)Br)C(=C1)C(F)(F)F)=O